C(C)(C)(C)OC(=O)N1C[C@@H](CCC1)C(NCC1=CC=C(C=C1)C(C)C)=O.CC1=CC(=NC=C1)C(=C)C1=CC=CC=C1 4-methyl-2-(1-phenylvinyl)pyridine tert-butyl-(R)-3-((4-isopropylbenzyl)carbamoyl)piperidine-1-carboxylate